(R)-N-methyl-1-(1-methylpyrrolidin-2-yl)methylamine CNC[C@@H]1N(CCC1)C